2,4-diphenyl-7,8-dibromo-3H-1,5-benzodiazepine C1(=CC=CC=C1)C=1CC(=NC2=C(N1)C=C(C(=C2)Br)Br)C2=CC=CC=C2